dimethyl-λ6-sulfanone C[SH2](=O)C